3-(5-(4-(3-(3-((4-((5-chloropyrimidin-2-yl)amino)piperidin-1-yl)sulfonyl)phenoxy)-azetidin-1-yl)piperidin-1-yl)-1-oxoisoindolin-2-yl)piperidine-2,6-dione ClC=1C=NC(=NC1)NC1CCN(CC1)S(=O)(=O)C=1C=C(OC2CN(C2)C2CCN(CC2)C=2C=C3CN(C(C3=CC2)=O)C2C(NC(CC2)=O)=O)C=CC1